2-[4-(3-bromo-4-nitro-phenoxy)-3,5-dichloro-phenyl]-3,5-dioxo-1,2,4-triazine-6-carboxylic acid BrC=1C=C(OC2=C(C=C(C=C2Cl)N2N=C(C(NC2=O)=O)C(=O)O)Cl)C=CC1[N+](=O)[O-]